BrCC1=CC=C(C2=CC=CC=C12)C(=O)OCC ethyl 4-(bromomethyl)-1-naphthoate